C1(CC1)NC1=NC=CC(=N1)N N2-cyclopropylpyrimidine-2,4-diamine